FC1=CC=C(C=C1)CN(C1=C(C(=NN1C(C1=C(C=CC=C1)OC)=O)C1C(N(C1C(F)(F)F)CC(=O)N1CCOCC1)=O)OC)C 3-(5-{[(4-Fluorophenyl)methyl](methyl)amino}-4-methoxy-1-(2-methoxybenzoyl)-1H-pyrazol-3-yl)-1-[2-(morpholin-4-yl)-2-oxoethyl]-4-(trifluoromethyl)azetidin-2-on